C(C=C)NCCCCCCCCCC N-prop-2-enyldecan-1-amine